CC(C)(C)OCCON O-(2-tert-butoxyethyl)hydroxylamine